6-(4-(5-methylquinoxalin-2-yl)-1H-pyrazol-1-yl)hexan-1-amine CC1=C2N=CC(=NC2=CC=C1)C=1C=NN(C1)CCCCCCN